([[4-(1,3-Dioxo-1,3-dihydro-isoindol-2-yl)-butyl]-(6,7,8,9-tetrahydro-5H-cyclohepta[b]pyridin-9-yl)-amino]-methyl)-benzimidazole-1-carboxylic acid tert-butyl ester C(C)(C)(C)OC(=O)N1C(=NC2=C1C=CC=C2)CN(C2CCCCC=1C2=NC=CC1)CCCCN1C(C2=CC=CC=C2C1=O)=O